C(CCCC=CC(=O)N)C=CC(=O)N (butane-1,4-diyl)diacrylamide